C[C@@H]1CC(OC=2CCCC(C12)=O)CCC (4R)-4-methyl-2-propyl-2,3,4,6,7,8-hexahydro-5H-chromen-5-one